[I-].[NH2+]1C=CC2=CC=CC=C12 Indol-1-ium iodide